N=1N(N=CC1)C1=CC=C(C=C1)C1=CC(N(C=C1)CCC(C(=O)NO)(S(=O)(=O)C)C)=O 4-(4-(4-(2H-1,2,3-triazol-2-yl)phenyl)-2-oxopyridin-1(2H)-yl)-N-hydroxy-2-methyl-2-(methylsulfonyl)-butanamide